4-fluoroisoleucine FC([C@@H]([C@H](N)C(=O)O)C)C